C12(OCC(C1)C2)CO (2-oxabicyclo[2.1.1]hexan-1-yl)methanol